FC(S(=O)(=O)OC1=CC2(COC2)CCN1C(=O)OC(C)(C)C)(F)F Tert-butyl 6-(((trifluoromethyl) sulfonyl) oxy)-2-oxa-7-azaspiro[3.5]non-5-ene-7-carboxylate